FC(C1=CC=C(C=C1)CC(=O)N1CCC(CC1)C=1C(N=C2C=CC=CC12)=O)(F)F 3-(1-(2-(4-(trifluoromethyl)phenyl)acetyl)piperidin-4-yl)indol-2-one